COC(=O)C1N(CCOC1)C([C@@H](NC(=O)OCC1=CC=CC=C1)COC(C)(C)C)=O (N-((benzyloxy)carbonyl)-O-(tert-butyl)-L-seryl)morpholine-3-carboxylic acid methyl ester